ClCC1=NC2=C(N1C[C@H]1OCC1)C=C(C(=C2)OC)C(=O)OC Methyl (S)-2-(chloromethyl)-5-methoxy-1-(oxetan-2-ylmethyl)-1H-benzo[d]imidazole-6-carboxylate